N1(N=CC=C1)C1=CC=C(C=N1)N1C[C@H](CC1)CNC1=NC(=NC=C1C#N)C1CC1 (R)-4-(((1-(6-(1H-pyrazol-1-yl)pyridin-3-yl)pyrrolidin-3-yl)methyl)amino)-2-cyclopropylpyrimidine-5-carbonitrile